(propoxy)glycerol triacrylate C(C=C)(=O)OC(C(OC(C=C)=O)COC(C=C)=O)OCCC